2-[(3R)-4-{[2-(1-benzylpiperidin-4-yl)ethyl]carbamoyl}-3-methylpiperazin-1-yl]-N-ethyl-6-methylpyrimidine-4-carboxamide C(C1=CC=CC=C1)N1CCC(CC1)CCNC(=O)N1[C@@H](CN(CC1)C1=NC(=CC(=N1)C(=O)NCC)C)C